2-(2-(methylamino)ethyl)-6-(pyridin-2-yl)pyridazin-3(2H)-one hydrochloride Cl.CNCCN1N=C(C=CC1=O)C1=NC=CC=C1